N-((4R,5S)-4-(3-((N-allylvinylsulfonamido)methyl)phenyl)-7-ethyl-6-oxo-1-phenyl-4,5,6,7-tetrahydro-1H-pyrazolo[3,4-b]pyridin-5-yl)-4-(trifluoromethyl)pyrimidine-2-carboxamide C(C=C)N(S(=O)(=O)C=C)CC=1C=C(C=CC1)[C@@H]1C2=C(N(C([C@H]1NC(=O)C1=NC=CC(=N1)C(F)(F)F)=O)CC)N(N=C2)C2=CC=CC=C2